C1(CC1)C(=O)N1CC(CC1)N1C(=NC=2C1=C1C(=NC2)N(C=C1)S(=O)(=O)C1=CC=CC=C1)C=1OC(=CC1)CO Cyclopropyl-(3-(2-(5-(hydroxymethyl)furan-2-yl)-6-(phenylsulfonyl)imidazo[4,5-d]pyrrolo[2,3-b]pyridin-1(6H)-yl)pyrrolidin-1-yl)methanone